ethyl 4-(5-(4-((5-chloro-3-fluoropyridin-2-yl) oxy) phenyl)-2-oxopyridin-1(2H)-yl)-3-oxobutyrate ClC=1C=C(C(=NC1)OC1=CC=C(C=C1)C=1C=CC(N(C1)CC(CC(=O)OCC)=O)=O)F